C(C)(C)C1=C(C=2C(=NC=C(C2)C(=O)N(C)C)N1C)C=1C=NC=C(C1)C1=CC=C(C=C1)N1C(CCC1)=O 2-isopropyl-N,N,1-trimethyl-3-(5-(4-(2-oxopyrrolidin-1-yl)phenyl)pyridin-3-yl)-1H-pyrrolo[2,3-b]pyridine-5-carboxamide